4,4'-biphenylpyruvic acid C1(=CC=C(C=C1)C1=CC=CC=C1)CC(C(=O)O)=O